ClC=1C=C(CC=2C(=CC(=NC2)NC(OC(C)(C)C)=O)C)C=CC1 tert-butyl 5-(3-chlorobenzyl)-4-methylpyridin-2-ylcarbamate